2,5-Difluoro-N-[6-(1-methyl-piperidine-4-carbonyl)-pyridin-2-yl]-benzamide FC1=C(C(=O)NC2=NC(=CC=C2)C(=O)C2CCN(CC2)C)C=C(C=C1)F